ClC1=NC(=CC=C1C(=O)NS(=O)(=O)C1=CC=CC(=N1)CCCCC1CC(N(C1)C(=O)OC(C)(C)C)(C)C)N1N=C(C=C1)OCCC1(CC1)C(F)(F)F tert-Butyl 4-[4-[6-[[2-chloro-6-[3-[2-[1-(trifluoromethyl)cyclopropyl]ethoxy] pyrazol-1-yl]pyridine-3-carbonyl]sulfamoyl]-2-pyridyl]butyl]-2,2-dimethyl-pyrrolidine-1-carboxylate